C1(CC1)C1=CC(=NN1)NC1=NC(=NC=C1)N(C1CCC(CC1)NC(=O)C1CC(CCC1)C(F)(F)F)C N-((1R,4R)-4-((4-((5-cyclopropyl-1H-pyrazol-3-yl)amino)pyrimidin-2-yl)(methyl)amino)cyclohexyl)-3-(trifluoromethyl)cyclohexane-1-carboxamide